BrC1=CC=CC(=N1)C(=O)NC1=NC=C(C=C1)NC1=NC(=NC=C1OC)N1CCNCC1 6-bromo-N-(5-((5-methoxy-2-(piperazin-1-yl)pyrimidin-4-yl)amino)pyridin-2-yl)picolinamide